C(C)(=O)O.FC=1C(=C(C=CC1F)C(=O)N1CC(C1)(O)CNCCC=1SC=CC1)NC1=C(C=C(C=C1)I)F 1-({3,4-difluoro-2-[(2-fluoro-4-iodophenyl)amino]phenyl}carbonyl)-3-({[2-(2-thienyl)ethyl]amino}methyl)azetidin-3-ol acetate salt